21-Chloro-5,7,12-trifluoro-22-methoxy-19-oxa-2λ6-thia-3,11,18-triazapentacyclo[15.5.2.14,8.09,14.020,24]pentacosa-1(22),4(25),5,7,9(14),10,12,17,20,23-decaene 2,2-dioxide ClC1=C2ON=C3CCC=4C=C(N=CC4C4=C(C=C(C(NS(C(=C1OC)C=C23)(=O)=O)=C4)F)F)F